8-methoxy-naphthalenedicarboxylic acid COC1=CC=CC2=CC=C(C(=C12)C(=O)O)C(=O)O